2-chloroethyl ether ClCCOCCCl